4-((3-(4-fluorophenyl)-2,4-dioxo-3,4-dihydroquinazolin-1(2H)-yl)methyl)-N-hydroxybenzoamide FC1=CC=C(C=C1)N1C(N(C2=CC=CC=C2C1=O)CC1=CC=C(C(=O)NO)C=C1)=O